methyltetradecan-1-ol CC(CCCCCCCCCCCCC)O